CC1(OB(OC1(C)C)C1=CN=C(O1)[Si](C(C)C)(C(C)C)C(C)C)C 5-(4,4,5,5-tetramethyl-1,3,2-dioxaborolan-2-yl)-2-[tris(propan-2-yl)silyl]-1,3-oxazole